FC=1C=C(CCNC(=N)N)C=CC1F 1-(3,4-difluorophenethyl)guanidine